(cis)-tert-butyl 3a-fluorohexahydropyrrolo[3,4-b]pyrrole-5(1H)-carboxylate F[C@@]12[C@@H](NCC1)CN(C2)C(=O)OC(C)(C)C